C(CCCCCCC\C=C\CCCCCCCC)(=O)O elaidoic acid